O=C1NC(CCC1C1=CC2=C(N=C(O2)CN2CCN(CC2)C(=O)OC(C)(C)C)C=C1)=O tert-butyl 4-((6-(2,6-dioxopiperidin-3-yl)benzo[d]oxazol-2-yl)methyl)piperazine-1-carboxylate